C(C)OC1=NC=C(C=N1)[C@@H](CC(=O)O)N1N=C(C=C1)CCCC1=NC=2NCCCC2C=C1 (R)-3-(2-ethoxypyrimidin-5-yl)-3-(3-(3-(5,6,7,8-tetrahydro-1,8-naphthyridin-2-yl)propyl)-1H-pyrazol-1-yl)propanoic acid